BrC1=C(C=2C(NC1=O)=CN(N2)CC#N)N2[C@H](CN([C@@H](C2)CC)C(C)C=2C=C1N=CC=NC1=CC2)C (6-bromo-7-((2S,5R)-5-ethyl-2-methyl-4-(1-(quinoxalin-6-yl)ethyl)piperazin-1-yl)-5-oxo-4,5-dihydro-2H-pyrazolo[4,3-b]pyridin-2-yl)acetonitrile